N-((1s,4s)-4-((3-bromo-7-morpholino-1,6-naphthyridin-5-yl)oxy)cyclohexyl)pyrimidine-2-carboxamide BrC=1C=NC2=CC(=NC(=C2C1)OC1CCC(CC1)NC(=O)C1=NC=CC=N1)N1CCOCC1